O1C=NC=2C1=C1NC3=C4C(=CC=C3C1=CC2)C=CC=C4 Oxazolobenzocarbazole